CN1C(=NC=C1C=1C=C2CN(C(C2=CC1)=O)C1C(NC(CC1)=O)=O)N1CCCCC1 3-(5-(1-Methyl-2-(piperidin-1-yl)-1H-imidazol-5-yl)-1-oxoisoindolin-2-yl)piperidine-2,6-dione